N1=CC=CC2=CC3=CC=CC=C3C=C12 Azaanthracen